methyl (1S,2R)-2-(((benzyloxy)carbonyl)amino)cyclobutane-1-carboxylate C(C1=CC=CC=C1)OC(=O)N[C@H]1[C@H](CC1)C(=O)OC